N-((5-cyano-1,4,5,6-tetrahydropyrrolo[3,4-c]pyrazol-3-yl)methyl)-3-phenyl-1H-pyrazole-5-carboxamide C(#N)N1CC=2NN=C(C2C1)CNC(=O)C1=CC(=NN1)C1=CC=CC=C1